C(CCC(=O)O)(=O)O.C(C1=CC=CC=C1)(=O)O benzoic acid succinate